C(=O)(O)OC(=O)O.O[Co](O)(O)(O)(O)O Hexahydroxycobalt dicarbonate